(E)-N-(2-amino-4-fluorophenyl)-3-(1-((2-(2-methyl-1H-indol-3-yl)ethyl)amino)-2,3-dihydro-1H-inden-5-yl)acrylamide 1-(2,4-dichlorophenyl)-Ethyl-5-isopropylpyrazole-3-carboxylate ClC1=C(C=CC(=C1)Cl)C(C)OC(=O)C1=NNC(=C1)C(C)C.NC1=C(C=CC(=C1)F)NC(\C=C\C=1C=C2CCC(C2=CC1)NCCC1=C(NC2=CC=CC=C12)C)=O